BrCC1=C(OC2=C1C=CC=C2)C(=O)C=2SC=CC2 (3-(bromomethyl)benzofuran-2-yl)(thien-2-yl)methanone